BrC1=C(C(=C2C(=NC(N(C2=C1)C1CCOCC1)=O)O)F)Cl 7-bromo-6-chloro-5-fluoro-4-hydroxy-1-(tetrahydro-2H-pyran-4-yl)quinazolin-2(1H)-one